C(C)(C)(C)OC(=O)C1=CNOC=CC1 oxazepine-4(5H)-carboxylic acid tert-butyl ester